C(C1=CC=CC=C1)[C@@H]1N(C(OC1)=O)C=1C=C(C=C(C1)C)C(C)NC=1C(=NC(=CC1)F)C(=O)O 3-((1-(3-((S)-4-Benzyl-2-oxooxazolidin-3-yl)-5-methylphenyl)ethyl)amino)-6-fluoro-picolinic acid